C(CCCC)C1=C(C=CC(=C1O)O)C1=CC=CC=C1 Pentyl-[1,1'-biphenyl]-3,4-diol